FC1=NC=CC(=C1F)C1=CC(=C(OC[C@](CC(C)C)(N)C)C=C1)C(F)(F)F (S)-1-(4-(2,3-difluoropyridin-4-yl)-2-(trifluoromethyl)phenoxy)-2,4-dimethylpentan-2-amine